hydrochloric acid silver [Ag].Cl